2-(6-Chloro-benzothiazol-2-ylamino)-1-methyl-1H-benzoimidazole-5-carboxylic acid (2-methoxy-2-methyl-propyl)-amide COC(CNC(=O)C1=CC2=C(N(C(=N2)NC=2SC3=C(N2)C=CC(=C3)Cl)C)C=C1)(C)C